6-(butylsulfinyl)-2-(oxazol-4-yl)-4-phenylthieno[2,3-d]pyrimidin-5-amine C(CCC)S(=O)C1=C(C2=C(N=C(N=C2C2=CC=CC=C2)C=2N=COC2)S1)N